2-(4-chlorophenyl)-N-isopropyl-benzotriazol-5-amine ClC1=CC=C(C=C1)N1N=C2C(=N1)C=CC(=C2)NC(C)C